CC1(O[C@H]2[C@H]([C@H](OC[C@@H]2NC2=NC=CC(=N2)C(F)(F)F)CN2N=CC(=C2)C=O)O1)C 1-(((3aS,4R,7S,7aR)-2,2-dimethyl-7-((4-(trifluoromethyl)pyrimidin-2-yl)amino)tetrahydro-4H-[1,3]dioxolo[4,5-c]pyran-4-yl)methyl)-1H-pyrazole-4-carbaldehyde